(E)-2-(2-chlorophenyl)-N-(4-(N-((dimethylamino)methylene)sulfamoyl)-2-(3-methoxybenzyl)-2H-indazol-6-yl)acetamide ClC1=C(C=CC=C1)CC(=O)NC=1C=C(C2=CN(N=C2C1)CC1=CC(=CC=C1)OC)S(/N=C/N(C)C)(=O)=O